dideoxyerythritol C(CCCO)O